6-chloro-4-((3-(5-(dimethylphosphoryl)pyrazin-2-yl)-2-methoxyphenyl)amino)nicotinamide ClC1=NC=C(C(=O)N)C(=C1)NC1=C(C(=CC=C1)C1=NC=C(N=C1)P(=O)(C)C)OC